tert-Butyl 6-{[(2S)-2-amino-2-(trans-4-methylcyclohexyl)acetyl]amino}-4-fluorospiro-[indoline-3,4'-tetrahydropyran]-1-carboxylate N[C@H](C(=O)NC1=CC(=C2C(=C1)N(CC21CCOCC1)C(=O)OC(C)(C)C)F)[C@@H]1CC[C@H](CC1)C